N=1N=CN(C1)C1=CC=C(C=C1)N(C1=CC=C(C=C1)N1C=NN=C1)C1=CC=C(C=C1)N1C=NN=C1 tris(4-(4H-1,2,4-triazol-4-yl)phenyl)amine